ethyl 4-(2,3,4,9-tetrahydrospiro[carbazole-1,1'-cyclopentane]-6-sulfonamido)benzoate C12(CCCC1)CCCC=1C3=CC(=CC=C3NC12)S(=O)(=O)NC1=CC=C(C(=O)OCC)C=C1